N1(N=NC=C1)C1=CC2=C(C(=NO2)N)C=C1 6-(1H-1,2,3-triazol-1-yl)benzo[d]isoxazol-3-amine